diethyl-furan-2,5-dicarboxylic acid C(C)C=1C(=C(OC1C(=O)O)C(=O)O)CC